C[Si](=[Hf](C1C(=CC2=C(C(=C(C=C12)C(C)(C)C)OC)C1=CC(=CC(=C1)C)C)C)C1C(=CC2=C(C=3CCCC3C(=C12)C1=CC(=CC(=C1)C)C)C1=CC(=CC(=C1)C)C)C)C dimethylsilanediyl[2-methyl-4,8-di(3,5-dimethylphenyl)-1,5,6,7-tetrahydro-s-indacen-1-yl][2-methyl-4-(3,5-dimethylphenyl)-5-methoxy-6-tert-butylinden-1-yl]hafnium